(E)-1-(9,9-dibutyl-7-nitro-9H-fluoren-2-yl)ethanone-O-acetyl oxime C(C)(=O)O\N=C(/C)\C1=CC=2C(C3=CC(=CC=C3C2C=C1)[N+](=O)[O-])(CCCC)CCCC